NC=1C=NN(C1N)CCO 4,5-diamino-1-(2'-hydroxyethyl)-pyrazole